C(#N)C1=CC=C(C2=C1CCO2)[C@@H]2C(=C(NC1=C(C=NC(=C21)OC2CC2)C)C)C(=O)N (S)-4-(4-cyano-2,3-dihydrobenzofuran-7-yl)-5-cyclopropoxy-2,8-dimethyl-1,4-dihydro-1,6-naphthyridine-3-formamide